(3R)-1-[2-[tert-butyl-(dimethyl)silyl]oxyethyl]piperidin-3-amine C(C)(C)(C)[Si](OCCN1C[C@@H](CCC1)N)(C)C